BrC=1SC=C(N1)C(F)F 2-bromo-4-(difluoromethyl)thiazole